C1(=CC=C(C=C1)S(=O)(=O)N1C=C(C2=CC(=CC=C12)C#N)C=1C=C2C(=NC1)NCC21CC1)C 1-(p-tolylsulfonyl)-3-spiro[1,2-dihydropyrrolo[2,3-b]pyridine-3,1'-cyclopropane]-5-yl-indole-5-carbonitrile